tert-butyl (S)-2-(3-((dimethylamino) methyl)-4-(5-(ethoxycarbonyl) pyrimidin-2-yl) piperazin-1-yl)-7,8-dihydropyrido[4,3-d]pyrimidine-6(5H)-carboxylate CN(C)C[C@H]1CN(CCN1C1=NC=C(C=N1)C(=O)OCC)C=1N=CC2=C(N1)CCN(C2)C(=O)OC(C)(C)C